(S)-2-((tert-butoxycarbonyl)amino)-4-pentynoic acid tert-butyl ester C(C)(C)(C)OC([C@H](CC#C)NC(=O)OC(C)(C)C)=O